(R)-2-(2-bromo-7-oxo-1,7-dihydro-6H-pyrrolo[2,3-c]pyridin-6-yl)-N-((S)-1-cyano-2-((S)-2-oxopyrrolidin-3-yl)ethyl)-4-methylpentanamide BrC1=CC2=C(C(N(C=C2)[C@@H](C(=O)N[C@@H](C[C@H]2C(NCC2)=O)C#N)CC(C)C)=O)N1